FC(C=1N=CC=2N(C1)C(=CN2)C2=NSC(=N2)N2C[C@H](OCC2)CNS(=O)(=O)C)(F)F (S)-N-((4-(3-(6-(trifluoromethyl)imidazo[1,2-a]pyrazin-3-yl)-1,2,4-thiadiazol-5-yl)morpholin-2-yl)methyl)methanesulfonamide